copper-platinum-silver [Ag].[Pt].[Cu]